2-[3-(aminomethyl)-1-[4-(trifluoromethoxy)phenyl]pyrazolo[3,4-b]pyridin-4-yl]-2-azaspiro[3.3]heptane-6-ol NCC1=NN(C2=NC=CC(=C21)N2CC1(C2)CC(C1)O)C1=CC=C(C=C1)OC(F)(F)F